tert-butyl ((S)-1-(((R)-1-(1-(5-chloropyrimidin-2-yl)piperidin-4-yl)-2-oxopyrrolidin-3-yl)oxy)propan-2-yl)carbamate ClC=1C=NC(=NC1)N1CCC(CC1)N1C([C@@H](CC1)OC[C@H](C)NC(OC(C)(C)C)=O)=O